butyl 5-oxo-2-azabicyclo[2.2.1]heptane-2-carboxylate O=C1C2CN(C(C1)C2)C(=O)OCCCC